CN1CCC(CC1)C(=O)OCCOCCOCCOCCOCC(COCCCCCCCC(OC(CCCCCCCC)CCCCCCCC)=O)OCCCCCCCC(=O)OC(CCCCCCCC)CCCCCCCC 2-[2-[2-[2-[2,3-bis[8-(1-octylnonoxy)-8-oxo-octoxy] propoxy] ethoxy]ethoxy] ethoxy]ethyl 1-methylpiperidine-4-carboxylate